IC1=CC=C(N=N1)NC(CC1=NC(=CC=C1)C)=O N-(6-iodopyridazin-3-yl)-2-(6-methylpyridin-2-yl)acetamide